4-fluoro-N-(4-methoxybenzyl)-N-methyl-3-(6-trifluoromethyl-6,7-dihydro-5H-pyrrolo[1,2-a]imidazole-2-yl)benzenesulfonamide FC1=C(C=C(C=C1)S(=O)(=O)N(C)CC1=CC=C(C=C1)OC)C=1N=C2N(C1)CC(C2)C(F)(F)F